FC1(CC2(CC(C2)N2N=C(C3=C2C[C@H]([C@H]3O)F)C(F)(F)F)C1)F (4S,5R)-1-{6,6-difluorospiro[3.3]heptan-2-yl}-5-fluoro-3-(trifluoromethyl)-4,6-dihydrocyclopenta[c]pyrazol-4-ol